1-benzyl 3-ethyl 3-formylpiperidine-1,3-dicarboxylate C(=O)C1(CN(CCC1)C(=O)OCC1=CC=CC=C1)C(=O)OCC